2-(3-(9-phenyl-9-(pyridin-3-yl)-9H-fluoren-2-yl)phenyl)-1,10-phenanthroline C1(=CC=CC=C1)C1(C2=CC=CC=C2C=2C=CC(=CC12)C=1C=C(C=CC1)C1=NC2=C3N=CC=CC3=CC=C2C=C1)C=1C=NC=CC1